2-benzyloxy-4-bromo-1,5-difluoro-3-iodobenzene C(C1=CC=CC=C1)OC1=C(C=C(C(=C1I)Br)F)F